1-(2-(dimethylamino)ethyl)-N1-ethyl-5-fluoro-N4-(4-(4-fluoro-1-methyl-1H-indol-3-yl)-7H-pyrrolo[2,3-d]pyrimidin-2-yl)-2-nitrobenzene-1,4-diamine CN(CCC1(C(C=C(C(=C1)F)NC=1N=C(C2=C(N1)NC=C2)C2=CN(C1=CC=CC(=C21)F)C)[N+](=O)[O-])NCC)C